bis(4-(2-hydroxyethoxy)cyclohexyl)propane OCCOC1CCC(CC1)C(C)(C)C1CCC(CC1)OCCO